C(#C)C[C@@]12CCC[C@H]1[C@@H]1CCC3CCCC[C@@H]3[C@H]1CC2 ethynyl-estrane